C(C1CO1)OCC1=C(C=C)C=CC(=C1)COCC1CO1 2,4-di(glycidoxymethyl)styrene